C1(=CC=CC=C1)C(CC1=CC=CC=C1)O 1,2-diphenylethanol